C(C)(C)(C)C=1C=C(C=C(C1O)C(C)(C)C)CC(C(=O)Cl)C 3-(3,5-di-tert-butyl-4-hydroxyphenyl)-2-methylpropionyl chloride